C(CC)OC=1C=C2C(=CC=NC2=CC1)C(=O)N 6-propoxyquinoline-4-carboxamide